NC1=CC=C(C(=C1P(C)(C)=O)Cl)SC1=NC=C(N=C1)N1CCC2([C@@H]([C@@H](OC2)C)N)CC1 (6-amino-3-((5-((3S,4S)-4-amino-3-methyl-2-oxa-8-azaspiro[4.5]decan-8-yl)pyrazin-2-yl)thio)-2-chlorophenyl)dimethylphosphine oxide